ONC(C1=CC=C(C=C1)SC1=NN=C(N1C)C=1SC=CC1)=O N-hydroxy-4-((4-methyl-5-(thiophen-2-yl)-4H-1,2,4-triazol-3-yl)thio)benzamide